6-bromo-8-fluoro-3-methyl-isoquinolin-1-ol BrC=1C=C2C=C(N=C(C2=C(C1)F)O)C